C(C1=CC=CC=C1)N1C[C@@H](N(CC1=O)C(=O)OC(C)(C)C)C Tert-butyl (S)-4-benzyl-2-methyl-5-oxopiperazine-1-carboxylate